N-[4-(3-Cyanophenyl)-5-(2,6-dimethyl-4-pyridyl)thiazol-2-yl]-2-oxo-1,8-diazaspiro[4.5]decane-8-carboxamide C(#N)C=1C=C(C=CC1)C=1N=C(SC1C1=CC(=NC(=C1)C)C)NC(=O)N1CCC2(CCC(N2)=O)CC1